4-((S)-4-acryloyl-2-methylpiperazin-1-yl)-6-fluoro-7-(2-fluoro-6-hydroxyphenyl)-1-(2-isopropyl-6-(isopropylsulfonyl)phenyl)pyridino[2,3-d]pyrimidin-2(1H)-one C(C=C)(=O)N1C[C@@H](N(CC1)C=1C2=C(N(C(N1)=O)C1=C(C=CC=C1S(=O)(=O)C(C)C)C(C)C)N=C(C(=C2)F)C2=C(C=CC=C2O)F)C